COC1=C(C(=O)N(C2=CC=CC=C2)C)C(=CC(=C1)C(C)(CCCCCC)C)OC 2,6-dimethoxy-N-methyl-4-(2-methyloctan-2-yl)-N-phenylbenzamide